3-Methoxybutylacrylat COC(CCOC(C=C)=O)C